tert-butyl benzyl(1,1-dioxido-5-oxotetrahydro-2H-thiopyran-3-yl)carbamate C(C1=CC=CC=C1)N(C(OC(C)(C)C)=O)C1CS(CC(C1)=O)(=O)=O